(E)-1-(2-cyclopropyl-2-nitrovinyl)-2,5-dimethoxy-4-methylbenzene C1(CC1)\C(=C/C1=C(C=C(C(=C1)OC)C)OC)\[N+](=O)[O-]